COC(C(CCC1=CC=C(C=C1)OCC(=O)OC(C)(C)C)C(C1=CC=C(C=C1)C(F)(F)F)=O)=O.CC=1C(C(OC1)=O)C Dimethylfuranone methyl-4-{4-[2-(tert-butoxy)-2-oxoethoxy]phenyl}-2-[4-(trifluoromethyl)benzoyl]butanoate